C(OCCC(C)(OC)OC)(OOOOC(OCCC(C)(OC)OC)=O)=O bis(3-methoxy-3-methoxybutyl) peroxy dicarbonate